O=C1C2=CC=CC=C2C(C=2C=CC=C(C12)NCCC(=O)O)=O 3-((9,10-dioxo-9,10-dihydro-anthracene-1-yl)amino)propionic acid